2-(4-(5-chloro-2-(4-chloro-1H-1,2,3-triazol-1-yl)phenyl)-2,5-dioxopiperazin-1-yl)-N-(2-methyl-2H-indazol-5-yl)-3-(tetrahydro-2H-pyran-4-yl)propanamide ClC=1C=CC(=C(C1)N1CC(N(CC1=O)C(C(=O)NC1=CC2=CN(N=C2C=C1)C)CC1CCOCC1)=O)N1N=NC(=C1)Cl